N-acrylamidoglutamic Acid C(C=C)(=O)NN[C@@H](CCC(=O)O)C(=O)O